2-(4-(1H-Imidazol-1-yl)phenyl)-9-(2-isopropylphenyl)-8-oxo-8,9-dihydro-7H-purine N1(C=NC=C1)C1=CC=C(C=C1)C1=NC=C2NC(N(C2=N1)C1=C(C=CC=C1)C(C)C)=O